(R)-1-(2-chloro-7-(8-ethyl-7-fluoro-3-(methoxymethoxy)naphthalen-1-yl)-8-fluoropyrido[4,3-d]Pyrimidin-4-yl)-3-methylpiperidin-3-ol ClC=1N=C(C2=C(N1)C(=C(N=C2)C2=CC(=CC1=CC=C(C(=C21)CC)F)OCOC)F)N2C[C@@](CCC2)(O)C